9-methoxy-9-oxononanoic acid COC(CCCCCCCC(=O)O)=O